trans-2,2-dichloro-3-(3-trifluoromethyl-4-fluorophenyl)cyclopropane-carboxylic acid ClC1([C@H]([C@@H]1C1=CC(=C(C=C1)F)C(F)(F)F)C(=O)O)Cl